1-(6-(6-chloro-7-(1,6-dimethyl-1H-indazol-7-yl)-8-fluoro-2-(((S)-1-methylpyrrolidin-2-yl)methoxy)quinazolin-4-yl)-2,6-diazaspiro[3.3]heptan-2-yl)prop-2-en-1-one ClC=1C=C2C(=NC(=NC2=C(C1C=1C(=CC=C2C=NN(C12)C)C)F)OC[C@H]1N(CCC1)C)N1CC2(CN(C2)C(C=C)=O)C1